C(CCCS)CCOP(=O)(O)O[C@@H]1[C@@H]([C@@H]([C@H]([C@@H]([C@H]1O[C@@H]2[C@@H]([C@H]([C@@H]([C@H](O2)CO)O[C@@H]3[C@H]([C@H]([C@@H]([C@H](O3)CO[C@@H]4[C@H]([C@H]([C@@H]([C@H](O4)CO)O)O)O[C@@H]5[C@H]([C@H]([C@@H]([C@H](O5)COP(=O)(O)OCCN)O)O)O)O)O)O)O)N)O)O)O)O The molecule is a myo-inositol monophosphate derivative consisting of 1-O-(6-thiohexylphosphono)-D-myo-inositol having a 6-O-(2-aminoethylphosphono)-alpha-D-mannosyl-(1->2)-alpha-D-mannosyl-(1->6)-alpha-D-mannosyl-(1->4)-alpha-D-glucosaminyl residue at the 6-position. It is a glycoside, a tetrasaccharide derivative, a myo-inositol monophosphate derivative and an oligosaccharide phosphate. It derives from a myo-inositol.